(ethanesulfonyl)-1,3-benzoxazole C(C)S(=O)(=O)C=1OC2=C(N1)C=CC=C2